3-(4-(5-(furan-2-ylmethyl)pyrimidin-2-yl)piperazin-1-yl)-6-(1-methyl-1H-pyrazol-4-yl)pyrazolo[1,5-a]pyridine O1C(=CC=C1)CC=1C=NC(=NC1)N1CCN(CC1)C=1C=NN2C1C=CC(=C2)C=2C=NN(C2)C